ClC1=C(C(=NC2=CC=C(C=C12)F)C)C 4-chloro-6-fluoro-2,3-dimethylquinoline